C(C)N(C=1N2C=C(C=C2C=C(C1C)C(=O)O)C=1C=NN(C1)C)C1CCOCC1 5-(ethyl-(tetrahydro-2H-pyran-4-yl)amino)-6-methyl-2-(1-methyl-1H-pyrazol-4-yl)indolizine-7-carboxylic acid